5-bromo-2-(cyclopropyldifluoromethyl)-7-iodo-2,3-dihydro-[1,4]dioxino[2,3-c]pyridine BrC1=NC(=CC2=C1OCC(O2)C(F)(F)C2CC2)I